N-(1-(4-chlorophenyl)-2,2,2-trifluoroethyl)-N-methyl-6-oxo-1,6-dihydropyrazine-2-sulfonamide ClC1=CC=C(C=C1)C(C(F)(F)F)N(S(=O)(=O)C=1NC(C=NC1)=O)C